1-(4-fluorobenzyl)-6-(4-(methylsulfonyl)phenyl)-2-oxo-N-(spiro[3.3]heptan-2-yl)-1,2-dihydro-1,8-naphthyridine-3-carboxamide FC1=CC=C(CN2C(C(=CC3=CC(=CN=C23)C2=CC=C(C=C2)S(=O)(=O)C)C(=O)NC2CC3(C2)CCC3)=O)C=C1